(2R)-2-(6-{5-chloro-2-[(oxan-4-yl)amino]pyrimidin-4-yl}-1-oxo-2,3-dihydro-1H-isoindol-2-yl)-N-[(1S)-2-hydroxy-1-(2,3,5-trifluorophenyl)ethyl]propanamide ClC=1C(=NC(=NC1)NC1CCOCC1)C1=CC=C2CN(C(C2=C1)=O)[C@@H](C(=O)N[C@H](CO)C1=C(C(=CC(=C1)F)F)F)C